N-(6-{[6,7-Bis(methyloxy)chinolin-4-Yl]oxy}-5-chloro-2-methylpyridin-3-yl)-N'-(4-fluorophenyl)cyclopropan-1,1-dicarboxamid COC=1C=C2C(=CC=NC2=CC1OC)OC1=C(C=C(C(=N1)C)NC(=O)C1(CC1)C(=O)NC1=CC=C(C=C1)F)Cl